(S)-N-(benzofuran-6-ylmethyl)-N-(4,4-difluorocyclohexyl)pyrrolidine-2-carboxamide O1C=CC2=C1C=C(C=C2)CN(C(=O)[C@H]2NCCC2)C2CCC(CC2)(F)F